3-(7-(9-(1-(4-aminophenyl)piperidin-4-yl)-3,9-diazaspiro[5.5]undecan-3-yl)-1-oxophthalazin-2(1H)-yl)piperidine-2,6-dione NC1=CC=C(C=C1)N1CCC(CC1)N1CCC2(CCN(CC2)C2=CC=C3C=NN(C(C3=C2)=O)C2C(NC(CC2)=O)=O)CC1